quinolinecarboxylate magnesium [Mg+2].N1=C(C=CC2=CC=CC=C12)C(=O)[O-].N1=C(C=CC2=CC=CC=C12)C(=O)[O-]